N1(CCCCCC1)S(=O)(=O)C1=CC=C(C=C1)NC(NCC=1C=NC=CC1)=O 3-[4-(azepane-1-sulfonyl)phenyl]-1-(pyridin-3-ylmethyl)urea